(2R)-piperazine-2-carboxylic acid N1[C@H](CNCC1)C(=O)O